C(N)(OCC(OC1CCN(CC1)C1=NC(=C(C(=C1C#N)CC)C#N)Cl)C(C)(C)C)=O (tert-butyl 2-((1-(6-chloro-3,5-dicyano-4-ethylpyridin-2-yl) piperidin-4-yl) oxy) ethyl) carbamate